C(C)(C)(C)OC(=O)N1CC2=NC(=CC=C2C1)Cl 2-chloro-5,7-dihydro-6H-pyrrolo[3,4-b]pyridine-6-carboxylic acid tert-butyl ester